4-(vinyloxy)benzenesulfonamide tert-butyl-(6R)-2-(4-fluorophenyl)-3-iodo-6-methyl-6,7-dihydropyrazolo[1,5-a]pyrazine-5(4H)-carboxylate C(C)(C)(C)OC(=O)N1CC=2N(C[C@H]1C)N=C(C2I)C2=CC=C(C=C2)F.C(=C)OC2=CC=C(C=C2)S(=O)(=O)N